FC(CNC1=C(C=C(C=C1)C(F)(F)F)S(=O)(=O)N)F 2-[(2,2-difluoroethyl)amino]-5-(trifluoromethyl)benzene-1-sulfonamide